ClC=1N=C(N=NC1C(=O)OCC)SC ethyl 5-chloro-3-methylthio-1,2,4-triazine-6-carboxylate